2-chloro-3-nitro-N-(3-(pyridin-3-yl)benzyl)quinolin-4-amine ClC1=NC2=CC=CC=C2C(=C1[N+](=O)[O-])NCC1=CC(=CC=C1)C=1C=NC=CC1